NC1=C2C(=NC=N1)N(N=C2C2=CC(=C(C=C2)NC(=O)NC2=NOC(=C2)C2(CC2)C(F)(F)F)F)C2CC2 1-(4-(4-amino-1-cyclopropyl-1H-pyrazolo[3,4-d]pyrimidin-3-yl)-2-fluorophenyl)-3-(5-(1-(trifluoromethyl)cyclopropyl)isoxazol-3-yl)urea